C(C)(C)(C)OC(=O)NC(C(=O)O)CC1=CC(=CC=C1)C=1C=C2C(=C(NC2=CC1)I)CC(CO)(C)C 2-((tert-butoxycarbonyl)amino)-3-(3-(3-(3-hydroxy-2,2-dimethylpropyl)-2-iodo-1H-indol-5-yl)phenyl)propanoic acid